C(C)(C)(C)OC(=O)N1C(CCC(C1)C)C#C 2-ethynyl-5-methylpiperidine-1-carboxylic acid tert-butyl ester